3-(acetylthio)-2-((tert-butoxycarbonyl)amino)butanoate C(C)(=O)SC(C(C(=O)[O-])NC(=O)OC(C)(C)C)C